3-(benzo[d]thiazol-7-ylsulfonyl)-1-(4-(3,5-dichloropyridin-4-yl)piperazin-1-yl)propan-1-one S1C=NC2=C1C(=CC=C2)S(=O)(=O)CCC(=O)N2CCN(CC2)C2=C(C=NC=C2Cl)Cl